1-(9Z-pentadecenoyl)-2-(13Z,16Z-docosadienoyl)-glycero-3-phosphocholine CCCCC/C=C\CCCCCCCC(=O)OC[C@H](COP(=O)([O-])OCC[N+](C)(C)C)OC(=O)CCCCCCCCCCC/C=C\C/C=C\CCCCC